hydroxy-5-methyl-dihydroflavone OC1(OC2=CC=CC(=C2C(C1)=O)C)C1=CC=CC=C1